CN(C(=O)C1CC(C1)N(C([O-])=O)C=1N=CC2=C(C(=C(C=C2C1)C1=C(C2=C(OCCN2)N=C1)C)F)N)C 3-(Dimethylcarbamoyl)cyclobutyl(8-amino-7-fluoro-6-(8-methyl-2,3-dihydro-1H-pyrido[2,3-b][1,4]oxazin-7-yl)isoquinolin-3-yl)carbamate